C(C)OC=1C=C(C=C(C1C)OCC)C(C)=O 1-(3,5-Diethoxy-4-Methylphenyl)Ethan-1-One